CC1=NC=CC(C1C)(C1=CC=NC=C1)C 2,3,4-trimethyl-4,4'-bipyridine